3-[3-(5-cyclopropyl-3-methyl-pyrazol-1-yl)-1-bicyclo[1.1.1]pentanoyl]azetidine-1-carboxylic acid tert-butyl ester C(C)(C)(C)OC(=O)N1CC(C1)C(=O)C12CC(C1)(C2)N2N=C(C=C2C2CC2)C